(R)-3-((5-chloro-1H-indol-2-yl)methyl)-1-methyl-1-(1-(tetrahydro-2H-pyran-4-carbonyl)piperidin-3-yl)urea ClC=1C=C2C=C(NC2=CC1)CNC(N([C@H]1CN(CCC1)C(=O)C1CCOCC1)C)=O